3-(3-(cyanomethyl)-7-((1-methylpiperidin-4-yl)amino)-1-oxidobenzo[b]thiophen-2-yl)prop-2-yn C(#N)CC=1C2=C(S(C1C#CC)=O)C(=CC=C2)NC2CCN(CC2)C